4-chloro-5-iodo-2-(trifluoro-methyl)-7H-pyrrolo[2,3-d]pyrimidine ClC=1C2=C(N=C(N1)C(F)(F)F)NC=C2I